1-(2-methoxy-4-(trifluoromethyl)phenyl)-N-methylmethanamine COC1=C(C=CC(=C1)C(F)(F)F)CNC